[F-].[Sn+2]=O.[F-] tin oxide fluoride